(R)-5-chloro-2-(2-((1-ethylpiperidin-3-yl)amino)oxazolo[4,5-b]pyridin-5-yl)-3-fluorophenol 2,2,2-trifluoroacetate FC(C(=O)O)(F)F.ClC=1C=C(C(=C(C1)O)C1=CC=C2C(=N1)N=C(O2)N[C@H]2CN(CCC2)CC)F